CN1N=CC(C1=O)(C(=O)N)CCC methyl-5-oxo-4-propyl-4,5-dihydro-1H-pyrazole-4-carboxamide